OC1=C(CN2CCNCCCN(CCNCCC2)CC2=C(C=CC(=C2)O)O)C=C(C=C1)O 1,8-Bis(2,5-dihydroxybenzyl)-1,4,8,11-tetraazacyclotetradecane